(S)-2-amino-5-(4-(4-amino-2-cyanophenyl)-1H-1,2,3-triazol-1-yl)pentanoic acid methyl ester COC([C@H](CCCN1N=NC(=C1)C1=C(C=C(C=C1)N)C#N)N)=O